FC=1C=C(C=C(C1C1=CSC=C1)F)C(CO)(C)C 2-(3,5-Difluoro-4-(thiophen-3-yl)phenyl)-2-methylpropan-1-ol